N[C@H]1[C@@H]2N(C[C@H]1CC2)C(=O)C2=CC1=C(N(C(=N1)C=1N(C3=C(C=CC=C3C1)C1CN(C1)C(C)=O)CC1CC1)C)C(=C2)OC 1-(3-(2-(5-((1R,4R,7R)-7-Amino-2-azabicyclo[2.2.1]heptan-2-carbonyl)-7-methoxy-1-methyl-1H-benzo[d]imidazol-2-yl)-1-(cyclopropylmethyl)-1H-indol-7-yl)azetidin-1-yl)ethan-1-on